iso-pentenyl phosphate P(=O)(OC=CC(C)C)([O-])[O-]